2-(2-amino-ethyl)-1'-((1s,4s)-4-isopropyl-cyclohexyl)-3-oxo-2,3-dihydro-1H-spiro[isoquinoline-4,4'-piperidin]-7-yl sulfamate S(N)(OC1=CC=C2C(=C1)CN(C(C21CCN(CC1)C1CCC(CC1)C(C)C)=O)CCN)(=O)=O